3-(2,6-difluoro-3,5-dimethoxyphenyl)-1-(2,3-difluorophenyl)-8-[(4-ethylpiperazin-1-yl)methyl]-1,3,4,7-tetrahydro-2H-pyrrolo[3',2':5,6]pyrido[4,3-d]pyrimidin-2-one FC1=C(C(=C(C=C1OC)OC)F)N1C(N(C2=C(C1)C=NC1=C2C=C(N1)CN1CCN(CC1)CC)C1=C(C(=CC=C1)F)F)=O